(6-((5-(3-(4-(trifluoromethyl)phenyl)-1,2,4-oxadiazol-5-yl)pyrazin-2-yl)oxy)1-methyl-1H-indol-2-yl)(4-(4-(2,2,2-trifluoroethoxy)benzyl)piperazin-1-yl)methanone FC(C1=CC=C(C=C1)C1=NOC(=N1)C=1N=CC(=NC1)OC1=CC=C2C=C(N(C2=C1)C)C(=O)N1CCN(CC1)CC1=CC=C(C=C1)OCC(F)(F)F)(F)F